{[(4-methoxyphenyl)methyl]amino}-N-(4-{[(4-methyl(3-pyridyl))carbonylamino]methyl}phenyl)carboxamide COC1=CC=C(C=C1)CNC(=O)NC1=CC=C(C=C1)CNC(=O)C=1C=NC=CC1C